3-[(7-cyano-2-formyl-2,3-dihydro-1H-inden-5-yl)oxymethyl]pyrazole-1-carboxylic acid tert-butyl ester C(C)(C)(C)OC(=O)N1N=C(C=C1)COC=1C=C2CC(CC2=C(C1)C#N)C=O